CO[C@H]1CN(CCC1)C(=O)C1=CC=2OCCN(C2N=C1)C1=CC=2N(C=C1)C(N(N2)C)=O (R)-7-(7-(3-Methoxypiperidine-1-carbonyl)-2,3-dihydro-4H-pyrido[3,2-b][1,4]oxazin-4-yl)-2-methyl-[1,2,4]triazolo[4,3-a]pyridin-3(2H)-one